(-)-succinic acid monomethyl ester ((-)-monomethylsuccinate) CC(C(=O)O)CC(=O)O.COC(CCC(=O)O)=O